(R)-3-Methylene-6-(6-methylhept-5-en-2-yl)-cyclohex-1-ene C=C1C=C[C@H](CC1)C(C)CCC=C(C)C